CS(=O)(=O)C1=CC=C(C=C1)CO (4-methanesulfonylphenyl)methanol